N-(3-Cyano-4-fluorophenyl)-11,11-difluoro-8-methylene-3,4,8,9,10,11-hexahydro-1H-pyrido[4',3':3,4]pyrazolo[1,5-a]azepine-2(7H)-carboxamide C(#N)C=1C=C(C=CC1F)NC(=O)N1CC=2C(=NN3C2C(CCC(C3)=C)(F)F)CC1